ClC1=C(C=C2C(=C(N(C2=C1F)C)C1=NC(=NN1)[C@H](C)F)C=1C=NNC1)OC (S)-6-chloro-7-fluoro-2-(3-(1-fluoroethyl)-1H-1,2,4-triazol-5-yl)-5-methoxy-1-methyl-3-(1H-pyrazol-4-yl)-1H-indole